(R)-1-(3-(3-(4-amino-1H-pyrazol-1-yl)-5-chlorophenyl)morpholino)prop-2-en-1-one NC=1C=NN(C1)C=1C=C(C=C(C1)Cl)[C@@H]1COCCN1C(C=C)=O